N(N)C(CCC1=C(C(=O)N[C@H](C)C2=CC(=NC3=CC=CC=C23)C=2C=NN(C2)C)C=CC=C1)=O (R)-2-(3-hydrazineyl-3-oxopropyl)-N-(1-(2-(1-methyl-1H-pyrazol-4-yl)quinolin-4-yl)ethyl)benzamide